(R)-2-(2H-benzo[d][1,2,3]triazol-2-yl)-1-((3R,5S,8R,9S,10S,13S,14S,17S)-3-hydroxy-3,10,13-trimethylhexadecahydro-1H-cyclopenta[a]phenanthren-17-yl)propan-1-one N=1N(N=C2C1C=CC=C2)[C@@H](C(=O)[C@H]2CC[C@H]1[C@@H]3CC[C@H]4C[C@](CC[C@@]4([C@H]3CC[C@]21C)C)(C)O)C